FC(C(=O)O)(F)F.FC1(CN(CCC12CCNCC2)CC2=C1CCN(C1=CC=C2)C=2C=C(C=1N(N2)C(=CN1)C(=O)N[C@H]1[C@@H](CC1)OC)NC)F 6-(4-((1,1-difluoro-3,9-diazaspiro[5.5]undecan-3-yl)methyl)indolin-1-yl)-N-((1R,2R)-2-methoxycyclobutyl)-8-(methylamino)imidazo[1,2-b]pyridazine-3-carboxamide trifluoroacetate